O=C1NC(CCC1N1N=CC2=CC=CC(=C2C1=O)NCCOCCOCCOC=1C=C(C=CC1)NC(OC(C)(C)C)=O)=O tert-butyl (3-(2-(2-(2-((3-(2,6-dioxopiperidin-3-yl)-4-oxo-3,4-dihydrophthalazin-5-yl)amino)ethoxy)ethoxy)ethoxy)phenyl)carbamate